C(#N)CC(=O)NC=1SC(=NN1)C=1NC2=CC=CC=C2C1 cyano-N-(5-(1H-indol-2-yl)-1,3,4-thiadiazol-2-yl)acetamide